COC1=CC=C(C=C1)N1C(NN=C1SC=1SC(=CN1)[N+](=O)[O-])=O 4-(4-methoxyphenyl)-5-((5-nitrothiazol-2-yl)thio)-2,4-dihydro-3H-1,2,4-triazol-3-one